N1=CC=CC2=CC=CC(=C12)NC(=O)C1=NC=CC=C1NCCCNC(OC(C)(C)C)=O tert-butyl (3-((2-(quinolin-8-ylcarbamoyl)pyridin-3-yl)amino)propyl)carbamate